tert-butyl 4-[6-methyl-5-[(15R)-15-methyl-13-oxo-11-thia-6,14,17-triazatetracyclo[8.8.0.02,7.012,18]octadeca-1,3,5,7,9,12(18)-hexaen-5-yl]-2-pyridyl]piperazine-1-carboxylate CC1=C(C=CC(=N1)N1CCN(CC1)C(=O)OC(C)(C)C)C=1C=CC2=C3C=4NC[C@H](NC(C4SC3=CC=C2N1)=O)C